OC1=C(C=C(C=C1)CC(=O)CC1=CC(=C(C=C1)O)I)I 4-hydroxy-3-iodophenylmethyl ketone